5-amino-N-(4-chloro-3-cyano-1H-indol-7-yl)-1-(2-hydroxy-2-methyl-propyl)pyrazole-4-sulfonamide NC1=C(C=NN1CC(C)(C)O)S(=O)(=O)NC=1C=CC(=C2C(=CNC12)C#N)Cl